(S)-(3-(tert-butoxy)-1-((5-chloro-3-fluoropyridin-2-yl)amino)-1-oxopropan-2-yl)carbamic acid tert-butyl ester C(C)(C)(C)OC(N[C@H](C(=O)NC1=NC=C(C=C1F)Cl)COC(C)(C)C)=O